N1C=C(C2=CC=CC=C12)C1N(C=2C3=C(C=CC2C2=CC=C4C(=C12)OCO4)C=C4C(=C3)OCO4)C 14-(1H-indol-3-yl)-13-methyl-13,14-dihydro[1,3]dioxolo[4',5':4,5]Benzo[1,2-c][1,3]dioxolo[4,5-i]Phenanthridine